3-methyl-1-(4-vinylbenzyl)-3H-imidazol-1-ium chloride [Cl-].CN1C=[N+](C=C1)CC1=CC=C(C=C1)C=C